C1(=CC=CC=C1)C1=CC=2C(C3=CC=CC=C3SC2C(=C1)C1=CC=CC=C1)=O 2,4-bis-phenylthioxanthone